The molecule is an N-alkylpiperazine that consists of piperazine bearing 2-(benzhydryloxy)ethyl and 3-phenylpropyl groups at positions 1 and 4 respectively. Potent and selective inhibitor of dopamine uptake (KD = 5.5 nM in rat striatal membranes). It has a role as a dopamine uptake inhibitor. It is a N-alkylpiperazine, an ether and a tertiary amino compound. It is a conjugate base of a 1-[2-(benzhydryloxy)ethyl]-4-(3-phenylpropyl)piperazinediium(2+). C1CN(CCN1CCCC2=CC=CC=C2)CCOC(C3=CC=CC=C3)C4=CC=CC=C4